2-((1s,3R)-3-(6-oxo-1,6-dihydropyridin-3-yl)cyclohexyl)propanamide O=C1C=CC(=CN1)[C@H]1C[C@H](CCC1)C(C(=O)N)C